trans-N-(4-Fluoro-3-methylphenyl)-2-methyl-7-(3-methyloxetan-3-carbonyl)-5,5a,6,7,8,9,9a,10-octahydro-2H-pyrido[3,4-f]pyrrolo[3,4-b][1,4,5]oxathiazocin-1-carboxamid-4,4-dioxid FC1=C(C=C(C=C1)NC(=O)C=1N(C=C2C1OC[C@H]1[C@H](NS2(=O)=O)CN(CC1)C(=O)C1(COC1)C)C)C